C(CCCCCCC)(=O)OC1=NC2=CC(=CC=C2C=C1)OCCCCN1CCN(CC1)C1=CC=CC=2SC=CC21 7-(4-(4-(benzo[b]thiophen-4-yl)piperazin-1-yl)butoxy)quinolin-2-yl octanoate